CC1=C(C(=NO1)C1=CC=CC=C1)CN1CCC(CC1)C=1C=C2CN(C(C2=CC1)=O)C1C(NC(CC1)=O)=O 3-(5-(1-((5-methyl-3-phenylisoxazol-4-yl)methyl)piperidin-4-yl)-1-oxoisoindolin-2-yl)piperidine-2,6-dione